1-[2-(4-cyano-1-ethylpiperidin-4-yl)ethyl]-3-[3-(2-methoxyphenyl)-1H-pyrrolo[2,3-b]pyridin-6-yl]urea C(#N)C1(CCN(CC1)CC)CCNC(=O)NC1=CC=C2C(=N1)NC=C2C2=C(C=CC=C2)OC